COC(=O)C1=CC2=C(N(C(=N2)C=2N(C3=CC(=CC=C3C2)C=2C(=NC=CC2)NC(=O)OC(C)(C)C)CCCCCCC(C(=O)OC(C)(C)C)(C)C)C)C(=C1)OC 2-(1-(8-(tert-butoxy)-7,7-dimethyl-8-oxooctyl)-6-(2-((tert-butoxycarbonyl)amino)pyridin-3-yl)-1H-indol-2-yl)-7-methoxy-1-methyl-1H-benzo[d]Imidazole-5-carboxylic acid methyl ester